O=S1(CC(C1)N1N=C(C(=C1)C=1C2=C(N=CN1)OC(=C2)C=2C=C(C=CC2)N(S(=O)(=O)C)C)C2=CC=C(C=C2)F)=O N-(3-{4-[1-(1,1-dioxo-1λ6-thietan-3-yl)-3-(4-fluorophenyl)-1H-pyrazol-4-yl]furo[2,3-d]pyrimidin-6-yl}phenyl)-N-methylmethanesulfonamide